CN1C(=NN=C1)[C@@H]1[C@@H](CC1)C=1C=C(C=CC1)N1C(C2=CC=CC(=C2C1)C(F)(F)F)=O 2-(3-((1R,2S)-2-(4-methyl-4H-1,2,4-triazol-3-yl)cyclobutyl)phenyl)-4-(trifluoromethyl)isoindolin-1-one